(5-cyclopropyl-4-(piperazin-1-yl)-7H-pyrrolo[2,3-d]pyrimidin-7-yl)isonicotinic acid C1(CC1)C1=CN(C=2N=CN=C(C21)N2CCNCC2)C2=C(C(=O)O)C=CN=C2